F[C@H]1CN(CC1)CCC=1C(=CC(=NC1)OC)C(F)(F)F (R)-5-(2-(3-fluoropyrrolidin-1-yl)ethyl)-2-methoxy-4-(trifluoromethyl)pyridine